ClC=1C(=C(C=C(C1)OCOC)B1OC(C(O1)(C)C)(C)C)C(F)(F)F 2-(3-chloro-5-(methoxymethoxy)-2-(trifluoromethyl)phenyl)-4,4,5,5-tetramethyl-1,3,2-dioxaborolane